ClC=1C(=NC(=NC1)NC=1C=NN(C1)CC1=C(C=C(C=C1)[N+](=O)[O-])F)C1=CN(C2=CC=CC=C12)S(=O)(=O)C1=CC=CC=C1 5-chloro-N-(1-(2-fluoro-4-nitrobenzyl)-1H-pyrazol-4-yl)-4-(1-(benzenesulfonyl)-1H-indol-3-yl)pyrimidin-2-amine